C(C)(C)(C)C=1C=C(O[C@H]2[C@@H](CN(CC2)C2=CC(N(C=3C=CC(=NC23)C#N)C)=O)CC)C=CC1 8-((3R,4R)-4-(3-(tert-Butyl)phenoxy)-3-ethylpiperidin-1-yl)-5-methyl-6-oxo-5,6-dihydro-1,5-naphthyridin-2-carbonitril